CC1OC(=C(C1=O)O)C 2,5-Dimethyl-4-hydroxy-3(2H)-furanone